N-(2-amino-4-(2-chloro-5-fluorophenyl)-7H-pyrrolo[2,3-d]pyrimidin-5-yl)-3-fluoro-5-(trifluoromethyl)benzamide NC=1N=C(C2=C(N1)NC=C2NC(C2=CC(=CC(=C2)C(F)(F)F)F)=O)C2=C(C=CC(=C2)F)Cl